[6-(2-trimethylsilylethynyl)-3-pyridyl]boronic acid C[Si](C#CC1=CC=C(C=N1)B(O)O)(C)C